NCCOCCNC(C1=C(C=C(C=C1)NC=1C=2N(C=CN1)C(=CN2)C=2C(=NN(C2)CC(F)(F)F)C(F)(F)F)CC)=O N-[2-(2-aminoethoxy)ethyl]-2-ethyl-4-[[3-[1-(2,2,2-trifluoroethyl)-3-(trifluoromethyl)pyrazol-4-yl]imidazo[1,2-a]pyrazin-8-yl]amino]benzamide